C1(=CC=C2C=CC3=CC=CC4=CC=C1C2=C34)C=3C=C(C=CC3)C3=C4C=CC2=C(C4=NC=4C1=C(C=CC34)C=CC=C1)C=CC=C2 7-(3-(pyren-1-yl)phenyl)dibenzo[c,h]Acridine